(4aR,7S,7aR,12bS)-3-(4-(4-((2,5-dioxopyrrolidin-1-yl)oxy)-4-oxobutanamido)butyl)-2,3,4,4a,7,7a-hexahydro-1H-4,12-methanobenzofuro[3,2-e]isoquinoline-7,9-diyl diacetate C(C)(=O)O[C@@H]1[C@H]2[C@@]34CCN(C([C@@H]3C=C1)CC1=CC=C(C(=C14)O2)OC(C)=O)CCCCNC(CCC(=O)ON2C(CCC2=O)=O)=O